ClC=1C=C(C=CC1)NC(=O)NC1=CC(=CC(=C1)C(=O)C=1C=C2N=CC=NC2=CC1)F 1-(3-chlorophenyl)-3-(3-fluoro-5-(quinoxaline-6-carbonyl)phenyl)urea